[N+](=O)([O-])C1=C(C=CC(=C1)[N+](=O)[O-])C(C(CN(C)[N+](=N[O-])[O-])O)O (2,4-dinitrophenyl)-1-[N-methyl-(2,3-dihydroxypropyl)amino]-diazenium-1,2-diolate